C(C)(C)C1N(C(OC1)=O)C=1C=C(C2=C(N=C(N=C2)S(=O)(=O)C)N1)C#C[Si](C(C)C)(C(C)C)C(C)C 4-isopropyl-3-{2-methanesulfonyl-5-[2-(triisopropylsilyl)ethynyl]pyrido[2,3-d]pyrimidin-7-yl}-1,3-oxazolidin-2-one